ClC=1C=C(C=CC1N1CCC(CC1)N1CCCC1)C1(NNC(=N1)N)N 3-(3-chloro-4-(4-pyrrolidin-1-yl-piperidin-1-yl)phenyl)-1H-1,2,4-triazole-3,5-diamine